C(=O)(OC(C)(C)C)C(C1=NN(C(=C1Br)C#N)C)NC (E)-Boc-4-bromo-1-methyl-3-methylaminomethyl-5-cyano-1H-pyrazole